O=C1[C@H]([C@@H](CC1)C(=O)OC(=O)[C@H]1[C@@H](C(CC1)=O)C\C=C\CC)C\C=C\CC (1R,2S)-3-oxo-2-((E)-pent-2-en-1-yl)cyclopentane-1-carboxylic anhydride